C(C(=O)O)(=O)O.N[C@@H]1[C@@H](C[C@H](CC1)C(=O)N(C)C)NC(OC(C)(C)C)=O t-Butyl {(1R,2S,5S)-2-amino-5-[(dimethylamino)carbonyl]cyclohexyl}carbamate oxalate